C(#N)C=1C=C(C=CC1)C=1N=C(SC1C1=CC(=NC(=C1)C)C(F)F)NC(=O)N1CC2(COC2)C1 N-[4-(3-Cyanophenyl)-5-[2-(difluoromethyl)-6-methyl-4-pyridyl]thiazol-2-yl]-2-oxa-6-azaspiro[3.3]heptan-6-carboxamid